lauryl ether succinate C(CCC(=O)O)(=O)O.C(CCCCCCCCCCC)OCCCCCCCCCCCC